ClC1=C(C=C(OCCCN2C(=C(C(=C2C)S(=O)(=O)C2=C(C=CC=C2)O)C)C(=O)O)C=C1C)C 1-(3-(4-Chloro-3,5-dimethylphenoxy)propyl)-4-((2-hydroxyphenyl)sulfonyl)-3,5-dimethyl-1H-pyrrole-2-Carboxylic acid